O1CCC(CC1)C1=NC=2C(=NC=CC2C2CCN(CC2)C(=O)[C@@H]2CC[C@H](CC2)OC(F)(F)F)N1 (trans)-[4-(2-tetrahydropyran-4-yl-3H-imidazo[4,5-b]pyridin-7-yl)-1-piperidyl]-[4-(trifluoromethoxy)cyclohexyl]methanone